5-(6-methylpyridin-2-yl)-4-(1-(tetrahydro-2H-pyran-2-yl)-1H-indazol-5-yl)-1H-imidazol-2-amine CC1=CC=CC(=N1)C1=C(N=C(N1)N)C=1C=C2C=NN(C2=CC1)C1OCCCC1